tert-butyl 3-[[[5-chloro-1-(4-cyclopentylphenyl)-6-oxo-pyridazin-4-yl]amino]methyl]morpholine-4-carboxylate ClC1=C(C=NN(C1=O)C1=CC=C(C=C1)C1CCCC1)NCC1N(CCOC1)C(=O)OC(C)(C)C